FC=1C=C(C=CC1OC1=NC=NC2=CC=C(C(=C12)O[C@@H](CO)C)OC)NC(=O)C1=[N+](C(=CC=C1)C1=CC=C(C=C1)F)[O-] (R)-2-((3-fluoro-4-((5-((1-hydroxypropan-2-yl)oxy)-6-methoxyquinazolin-4-yl)oxy)phenyl)carbamoyl)-6-(4-fluorophenyl)pyridine 1-oxide